N-(4-fluorobenzyl)-2-(1-methyl-2-oxo-2,3-dihydro-1H-pyrido[2,3-b][1,4]thiazin-3-yl)acetamide FC1=CC=C(CNC(CC2C(N(C3=C(S2)N=CC=C3)C)=O)=O)C=C1